7-[5-(2,2-Difluoropropyl)-6-oxo-4-{3-[4-(trifluoromethoxy)phenoxy]phenyl}-1,4,5,6-tetrahydropyrrolo[3,4-c]pyrazol-3-yl]-1,3-benzoxazol-2(3H)-one FC(CN1C(C=2NN=C(C2C1C1=CC(=CC=C1)OC1=CC=C(C=C1)OC(F)(F)F)C1=CC=CC=2NC(OC21)=O)=O)(C)F